[Si]([O-])([O-])([O-])[O-].[Pb+2].[Pb+2] lead (II) orthosilicate